4-(3,4-dichlorobenzylidene)-3-methyl-1-phenyl-1H-pyrazol-5(4H)-one ClC=1C=C(C=C2C(=NN(C2=O)C2=CC=CC=C2)C)C=CC1Cl